O1COCC2=C1C=CC=C2 4H-benzo[d][1,3]dioxin